CC(C(=O)OC)CCC METHYL 2-METHYLPENTANOATE